4-((((2S)-4-methoxytetrahydrofuran-2-yl)methyl)amino)-3-nitrobenzenesulfonamide COC1C[C@H](OC1)CNC1=C(C=C(C=C1)S(=O)(=O)N)[N+](=O)[O-]